6-(6-(4-(3-fluoroazetidine-3-carbonyl)piperazin-1-yl)pyridin-3-yl)-4-methoxypyrazolo[1,5-a]pyridine-3-carbonitrile FC1(CNC1)C(=O)N1CCN(CC1)C1=CC=C(C=N1)C=1C=C(C=2N(C1)N=CC2C#N)OC